bromo-2-ethylquinoxaline BrC=1C(=NC2=CC=CC=C2N1)CC